N-butylheptadecan-9-amine C(CCC)NC(CCCCCCCC)CCCCCCCC